C(C)(C)(C)NC1=C(C(=O)OC)C=C(C(=N1)OC)Cl methyl 2-(tert-butylamino)-5-chloro-6-methoxynicotinate